benzene-3-diazonium C1=CC(=CC=C1)[N+]#N